COC(=O)C1=CC=C2CCN=C(C2=C1)SC.C1(=CC=CC=C1)C1(C(=O)NC(CC1)=O)N phenyl-aminoglutarimide methyl-1-(methylsulfanyl)-3,4-dihydroisoquinoline-7-carboxylate